BrC(C(=O)C1=CNC2=CC(=C(C=C12)C)OC)C1=C(C=C(C=C1)Cl)OC 2-bromo-2-(4-chloro-2-methoxyphenyl)-1-(6-methoxy-5-methyl-1H-indol-3-yl)ethanone